ClC1=CC=C(C(=N1)C(=O)OC)N[C@H](C)C=1C=C(C=C2C(N(C(=NC12)C=1C=NN(C1)C)C)=O)C methyl (R)-6-chloro-3-((1-(3,6-dimethyl-2-(1-methyl-1H-pyrazol-4-yl)-4-oxo-3,4-dihydroquinazolin-8-yl)ethyl)amino)picolinate